((benzyloxy)methyl)-3-(trichloromethyl)tetrahydropyrrolo[1,2-c]oxazol-1(3H)-one C(C1=CC=CC=C1)OCC1(OC(C2N1CCC2)=O)C(Cl)(Cl)Cl